2-(4-fluorobutyl)-5,6-dimethoxy-3-methylbenzene FCCCCC1=CC(=C(C=C1C)OC)OC